COC1=CC=C2C3=C(N(C2=C1)C(CN(C)C)C)C(=NC=C3)C(F)(F)F 2-(7-methoxy-1-(trifluoromethyl)-9H-pyrido[3,4-b]indol-9-yl)-N,N-dimethylpropan-1-amine